[Mn].C(C)(C)NC(C)=NC(C)C N,N'-diisopropyl-acetamidine manganese